C(C)(C)N(C(=O)C1=C(C=CC(=C1)F)N1C=C(C=2C1=CN=CC2F)C(=O)C2CCN(CC2)C(=O)OC(C)(C)C)C(C)C tert-Butyl 4-(1-(2-(diisopropylcarbamoyl)-4-fluorophenyl)-4-fluoro-1H-pyrrolo[2,3-c]pyridine-3-carbonyl)piperidine-1-carboxylate